P(=O)(OCCCCCCCN(CCCCCCCC)CCCCCCCC)(OCCCCCCCCCCC)[O-] 7-(dioctylamino)heptyl undecyl phosphate